NC[C@@]12[C@@H]([C@@H]([C@H](C(OC1)O2)N2C(CCC2=O)=O)O)O 1-((1S,2R,3R,4R)-1-(Aminomethyl)-2,3-dihydroxy-6,8-dioxabicyclo[3.2.1]octan-4-yl)pyrrolidine-2,5-dione